4-[3-amino-6-(3-amino-6-methyl-1-benzothiophene-2-amido)-5,6,7,8-tetrahydroquinolin-2-yl]piperazine-1-carboxylic acid tert-butyl ester C(C)(C)(C)OC(=O)N1CCN(CC1)C1=NC=2CCC(CC2C=C1N)NC(=O)C=1SC2=C(C1N)C=CC(=C2)C